O=C1N(CCC(N1)=O)C1=CC=C(C=C1)[N-]CCCCCCCN1CCCCC1 N-(4-(2,4-dioxotetrahydropyrimidin-1(2H)-yl)phenyl)-7-(piperidin-1-yl)heptylamide